CC1=NN(C(=C1N1C(C2=CC=C(C=C2CC1)OC(F)(F)F)=O)C)C1=C(C=C(C=O)C=C1)F 4-[3,5-dimethyl-4-[1-oxo-6-(trifluoromethoxy)-3,4-dihydroisoquinolin-2-yl]pyrazol-1-yl]-3-fluoro-benzaldehyde